CC(C)NP(OC1=C(C=C(C=C1)Cl)Cl)(OC)=S O-(2,4-dichlorophenyl) O-methyl (1-methylethyl)phosphoramidothioate